C1(=CC=CC=C1)S(=O)(=O)N1C=C2CCC3=C(C2=C1)N1C(S3)=NC(=C1)C1=CC=C(N)C=C1 4-[2-(phenylsulfonyl)-4,5-dihydro-2H-imidazo[2',1':2,3][1,3]thiazolo[4,5-e]isoindol-8-yl]aniline